trans-6-Ethyl-2-methyl-3-hydroxy-3,4-dihydroquinoline-1(2H)-carboxylic acid methyl ester COC(=O)N1[C@H]([C@@H](CC2=CC(=CC=C12)CC)O)C